NC1=NC=C(C=C1C1=NC=C(C=C1)C(=O)N(C)C)C1=CC(=NC=C1)C(C)(C)C#N 2'-amino-2''-(2-cyanoprop-2-yl)-N,N-dimethyl-[2,3':5',4''-terpyridin]-5-carboxamide